O1C(CCCC1)N1N=CC(=C1)C#N 1-(tetrahydro-2H-pyran-2-yl)-1H-pyrazole-4-carbonitrile